C(C)(C)(C)OC(=O)N1C(CCC(C1)=O)(C)C tert-butyl-2,2-dimethyl-5-oxopiperidine-1-carboxylate